(E)-1-(4-amino-5-fluoro-2-hydroxy-3-nitrophenyl)-3-(4-methoxyphenyl)prop-2-en-1-one NC1=C(C(=C(C=C1F)C(\C=C\C1=CC=C(C=C1)OC)=O)O)[N+](=O)[O-]